tert-butyl 3-({1-[(difluoromethoxy)methyl]cyclopropyl}(methyl)carbamoyl)-6-methyl-4H,5H,6H,7H-pyrazolo[1,5-a]pyrazine-5-carboxylate FC(OCC1(CC1)N(C(=O)C=1C=NN2C1CN(C(C2)C)C(=O)OC(C)(C)C)C)F